C(#N)C=1C=C(C=CC1)N1N=C(C2=CC=CC=C12)C(=O)O 1-(3-cyanophenyl)-1H-indazole-3-carboxylic acid